O=C(C(=O)OCC(F)(F)F)N1[C@@H](CC([C@H](C1)C)OC)C1=CC=C(C=C1)F |r| 2,2,2-trifluoroethyl 2-oxo-2-[rac-(2S,5S)-2-(4-fluorophenyl)-4-methoxy-5-methyl-1-piperidyl]acetate